propanetrithiol C(C(CS)S)S